CN(C)CC1CN(CCO1)C(=O)OC[C@@H]1C[C@H]2N(CCC3=CC(=C(C=C23)OC)OC)C[C@H]1CC(C)C [(2R,3S,11bR)-9,10-dimethoxy-3-(2-methylpropyl)-1H,2H,3H,4H,6H,7H,11bH-pyrido[2,1-a]isoquinolin-2-yl]methyl 2-[(dimethylamino)methyl]morpholine-4-carboxylate